cis-methyl 3-(2-pivaloylhydrazine-1-carbonyl)cyclopentane-1-carboxylate C(C(C)(C)C)(=O)NNC(=O)[C@H]1C[C@H](CC1)C(=O)OC